N-phenanthryl-fluorenylamine C1(=CC=CC=2C3=CC=CC=C3C=CC12)NC1=CC=CC=2C3=CC=CC=C3CC12